tert-butyl N-[[(2S)-4-[3-[1-(2,6-dioxo-3-piperidyl)-3-methyl-2-oxo-benzimidazol-5-yl]prop-2-ynyl]morpholin-2-yl]methyl]-N-methyl-carbamate O=C1NC(CCC1N1C(N(C2=C1C=CC(=C2)C#CCN2C[C@H](OCC2)CN(C(OC(C)(C)C)=O)C)C)=O)=O